2-(4-chloro-3-fluorophenoxy)-N-[(3S)-3-hydroxy-4-{2-[4-(propane-1-sulfonyl)phenoxy]acetamido}bicyclo[2.2.2]octan-1-yl]acetamide ClC1=C(C=C(OCC(=O)NC23C[C@@H](C(CC2)(CC3)NC(COC3=CC=C(C=C3)S(=O)(=O)CCC)=O)O)C=C1)F